N-cyclopropyl-N-methyl-5-(4,4,5,5-tetramethyl-1,3,2-dioxaborolan-2-yl)pyrimidin-2-amine C1(CC1)N(C1=NC=C(C=N1)B1OC(C(O1)(C)C)(C)C)C